ClC1=NC=CC(=C1F)NC(OC(C)(C)C)=O tert-butyl N-(2-chloro-3-fluoro-4-pyridyl)carbamate